Tert-butyl (cyclobutylmethyl)((2-((4-(6-iodo-1-(tetrahydro-2H-pyran-2-yl)-1H-indazol-4-yl)-1H-1,2,3-triazol-1-yl)methyl)imidazo[1,2-a]pyridin-6-yl)methyl)carbamate C1(CCC1)CN(C(OC(C)(C)C)=O)CC=1C=CC=2N(C1)C=C(N2)CN2N=NC(=C2)C2=C1C=NN(C1=CC(=C2)I)C2OCCCC2